C[Si](OC)(OC)C[Si](C)(C)C methyl(trimethylsilylmethyl)dimethoxysilane